C[C@@H]1C(OB(OC([C@@H](O1)C)=O)[C@H](CC(C)C)NC([C@H]([C@@H](C)O)NC(C1=NC(=CC=C1)C1=CC=CC=C1)=O)=O)=O N-((2S,3R)-1-(((R)-1-((5R,7S)-5,7-dimethyl-4,8-dioxo-1,3,6,2-trioxaborocan-2-yl)-3-methylbutyl)amino)-3-hydroxy-1-oxobutan-2-yl)-6-phenylpicolinamide